C(C)(CC)[Li] s-butyllithium